C(C1=CC(OC)=C(OC)C=C1)=O Veratraldehyd